benzyl (2R,3S,5S)-2-(((tert-butyldimethylsilyl)oxy)methyl)-3-((4-methoxybenzyl)amino)-5-(methoxymethyl)pyrrolidine-1-carboxylate [Si](C)(C)(C(C)(C)C)OC[C@@H]1N([C@@H](C[C@@H]1NCC1=CC=C(C=C1)OC)COC)C(=O)OCC1=CC=CC=C1